FC(C=1C=C(C=C(C1)C(F)(F)F)NC(=O)NCCCO)(F)F (3,5-bis(trifluoromethyl)phenyl)-3-(3-hydroxypropyl)urea